OC(C(=O)O)C(CC)(C)O 2,3-dihydroxy-3-methylpentanoic acid